2-(3,5-dichloro-4-(4-hydroxy-3-isopropylbenzyl)phenoxy)-N-(6-methoxypyridin-3-yl)acetamide ClC=1C=C(OCC(=O)NC=2C=NC(=CC2)OC)C=C(C1CC1=CC(=C(C=C1)O)C(C)C)Cl